N[SiH2]N diamino-silane